2-(4-(ethanesulfonyl)phenyl)acetamide C(C)S(=O)(=O)C1=CC=C(C=C1)CC(=O)N